4,4'-thiobis(6-tertbutyl-o-cresol) S(C=1C=C(C(=C(C1)C(C)(C)C)O)C)C=1C=C(C(=C(C1)C(C)(C)C)O)C